N-[1-[2-[[1-(2-hydroxyethyl)pyrazol-4-yl]amino]-5-methyl-pyrimidin-4-yl]-3-methyl-indol-5-yl]prop-2-enamide OCCN1N=CC(=C1)NC1=NC=C(C(=N1)N1C=C(C2=CC(=CC=C12)NC(C=C)=O)C)C